C(C)OC(=O)C=1C(=NN(C1)C(C)(C)C)C1=CCC(CC1)(F)F.ClC1=NC=NC2=CC=C(C=C12)N1CC=2N(CC1)C(=NN2)C=C 4-chloro-6-(3-vinyl-5,6-dihydro-[1,2,4]triazolo[4,3-a]pyrazin-7(8H)-yl)quinazoline ethyl-1-tert-butyl-3-(4,4-difluorocyclohexen-1-yl)pyrazole-4-carboxylate